3-(4-chloro-1,3,5-triazin-2-yl)-5-fluoro-1-methyl-1H-indole ClC1=NC(=NC=N1)C1=CN(C2=CC=C(C=C12)F)C